2-n-butyl-3-(4-acetoxybenzoyl)-5-nitrobenzofuran C(CCC)C=1OC2=C(C1C(C1=CC=C(C=C1)OC(C)=O)=O)C=C(C=C2)[N+](=O)[O-]